C(C)(C)(C)OC(=O)NC1CC(C1)COC1=CC=C(C=C1C1=C(C(=CC=C1)F)C1CCC1)CC(=O)OC methyl [6-({(1r,3r)-3-[(tert-butoxycarbonyl)amino]cyclobutyl}methoxy)-2'-cyclobutyl-3'-fluoro[1,1'-biphenyl]-3-yl]acetate